tert-Butyl (4-((5-amino-N-propyl-6H-thieno[3,2-b]azepine-7-carboxamido)methyl)benzyl)carbamate NC=1CC(=CC2=C(N1)C=CS2)C(=O)N(CCC)CC2=CC=C(CNC(OC(C)(C)C)=O)C=C2